C(#N)C1=CC=C(C=C1)NO (4-cyanophenyl)hydroxylamine